C(C)N(CC)C=1C(=C(C(=O)O)C=CC1)O diethylaminohydroxybenzoic acid